7'-(5-methylpiperidin-2-yl)-2'-(1-methylpiperidin-4-yl)-1',2'-dihydro-3'H-spiro[cyclopropane-1,4'-isoquinolin]-3'-one CC1CCC(NC1)C1=CC=C2C3(C(N(CC2=C1)C1CCN(CC1)C)=O)CC3